N-(dibenzothiophen-2-yl)-N-phenylamine C1=C(C=CC=2SC3=C(C21)C=CC=C3)NC3=CC=CC=C3